CC1=NOC(=C1C1=CC=C2C=3N([C@H](COC31)C3=NC=CC=C3)C(=N2)N2C[C@H](CC2)NC(OC(C)(C)C)=O)C tert-butyl {(3S)-1-[(4S)-7-(3,5-dimethylisoxazol-4-yl)-4-pyridin-2-yl-4,5-dihydroimidazo[1,5,4-de][1,4]benzoxazin-2-yl]pyrrolidin-3-yl}carbamate